N-Methyl-PerfluorooctaneSulfonamide Ethyl-Acetate C(C)OC(C)=O.CNS(=O)(=O)C(C(C(C(C(C(C(C(F)(F)F)(F)F)(F)F)(F)F)(F)F)(F)F)(F)F)(F)F